ClC1=C(C(=O)NC2=CC=C(C=C2)[C@@H]2CNCC2)C=CC(=C1)Cl |r| (RS)-2,4-Dichloro-N-(4-pyrrolidin-3-yl-phenyl)-benzamide